NC=1C(NC2=C3C=CC=NC3=C(C=C2C1C1=C2C=NNC2=C(C=C1)F)C1CCN(CC1)C(C)C)=O 3-amino-4-(7-fluoro-1H-indazol-4-yl)-6-(1-propan-2-ylpiperidin-4-yl)-1H-1,7-phenanthrolin-2-one